methyl-3-((S)-2-((6-oxo-5-(trifluoromethyl)-1,6-dihydropyridazin-4-yl)oxy)propoxy)propanamide CC(C(=O)N)COC[C@H](C)OC=1C=NNC(C1C(F)(F)F)=O